Cl.BrC1=C2CC[C@@H](C2=CC=C1)N (S)-4-bromo-2,3-dihydro-1H-inden-1-amine hydrochloride salt